8-(Azidomethyl)-7-bromo-4-methylquinoline N(=[N+]=[N-])CC=1C(=CC=C2C(=CC=NC12)C)Br